4-(4-(2-Cyclopropylethyl)-2,6-bis(benzyloxy)phenyl)-1-ethyl-5-methylindolin-2-one C1(CC1)CCC1=CC(=C(C(=C1)OCC1=CC=CC=C1)C1=C2CC(N(C2=CC=C1C)CC)=O)OCC1=CC=CC=C1